2-methyl-2,6,8-triaza-6,7-decadiene hydrogen chloride Cl.CN(C)CCCN=C=NCC